O1CCC2=C1C(=CC=C2)SCC2=C(C(=O)O)C=CC(=C2F)F 2-(((2,3-dihydrobenzofuran-7-yl)thio)methyl)-3,4-difluorobenzoic acid